8-(3-(2-sulfamoylaminoethyl)azetidine-1-yl)-4-fluoro-1-methyl-1H-imidazo[4,5-g]quinazoline S(N)(=O)(=O)NCCC1CN(C1)C1=NC=NC=2C(=C3C(=CC12)N(C=N3)C)F